(1H-1,2,4-triazol-5-yl)methylamine N1N=CN=C1CN